3-(2-oxo-6-((7-(((1R,2S,4R)-1,7,7-trimethylbicyclo[2.2.1]heptan-2-yl)amino)heptyl)amino)benzo[cd]indol-1(2H)-yl)piperidine-2,6-dione O=C1N(C2=CC=C(C=3C2=C1C=CC3)NCCCCCCCN[C@@H]3[C@@]1(CC[C@H](C3)C1(C)C)C)C1C(NC(CC1)=O)=O